3-((2S)-3-(8-(3-(1-ethyl-1H-pyrazol-4-yl)phenylsulfonyl)-1-oxa-8-azaspiro[4.5]decan-3-ylamino)-2-hydroxypropoxy)-N,N-dimethylbenzenesulfonamide C(C)N1N=CC(=C1)C=1C=C(C=CC1)S(=O)(=O)N1CCC2(CC(CO2)NC[C@@H](COC=2C=C(C=CC2)S(=O)(=O)N(C)C)O)CC1